P/C(/C(=O)O)=C/C(=O)O phosphinomaleic acid